TITANIUM-CHROMIUM-SODIUM [Na].[Cr].[Ti]